C(C1=CC=CC=C1)N1[C@H](COC=2N=C(C(=C3N=C(N=C1C32)S(=O)(=O)C)F)C3=CC(=CC2=CC=C(C(=C32)CC)F)OCOC)C3CC3 (12S)-13-benzyl-12-cyclopropyl-7-[8-ethyl-7-fluoro-3-(methoxymethoxy)-1-naphthyl]-6-fluoro-3-methylsulfonyl-10-oxa-2,4,8,13-tetraazatricyclo[7.4.1.05,14]tetradec-1,3,5,7,9(14)-pentaene